N[C@@H]1[C@@H](OCC12CCN(CC2)C2=NC=C(C(N2C([2H])([2H])[2H])=O)SC2=C(C1=CN(N=C1C=C2)C)Cl)C 2-((3S,4S)-4-amino-3-methyl-2-oxa-8-azaspiro[4.5]decan-8-yl)-5-((4-chloro-2-methyl-2H-indazol-5-yl)thio)-3-(methyl-d3)pyrimidin-4(3H)-one